O1C=C(C=C1)NC(=O)C1=CC=C2C(N1)=C(C=N2)C=2CCN(CC2)C N-[3-furyl]-3-(1-methyl-1,2,3,6-tetrahydropyridin-4-yl)pyrrolo[3,2-b]pyridine-5-carboxamide